2-(4-chloro-5-methylsulfinyl-6-oxo-pyridazin-1-yl)-N-[3-[2-(2-fluorophenyl)ethylsulfamoyl]-4-methyl-phenyl]propanamide ClC=1C=NN(C(C1S(=O)C)=O)C(C(=O)NC1=CC(=C(C=C1)C)S(NCCC1=C(C=CC=C1)F)(=O)=O)C